6-(2,6-dichlorophenyl)-2-((3-fluoro-5-methyl-4-(1-methylpiperidin-4-yl)phenyl)amino)-8,9-dihydroimidazo[1,2-a]pyrimido[5,4-e]pyrimidin-5(6H)-one ClC1=C(C(=CC=C1)Cl)N1C=2N(C3=C(C1=O)C=NC(=N3)NC3=CC(=C(C(=C3)C)C3CCN(CC3)C)F)CCN2